C1(CC1)CNC1=C2C(=NC=3C=C(C(=CC13)O)OCCCN1CCCC1)CCC2 9-[(cyclopropylmethyl)amino]-6-[3-(pyrrolidin-1-yl)propoxy]-1H,2H,3H-cyclopenta[b]quinolin-7-ol